bismuth(III) citrate C(CC(O)(C(=O)[O-])CC(=O)[O-])(=O)[O-].[Bi+3]